ruthenium bisphenolate C1(=CC=CC=C1)[O-].C1(=CC=CC=C1)[O-].[Ru+2]